C(C)(C)(C)OC(=O)N1CC(C(CC1)C(=O)NC(C(=O)O)CCCCCCCC1=NC=2NCCCC2C=C1)C 2-(1-(tert-butoxycarbonyl)-3-methylpiperidine-4-carboxamido)-9-(5,6,7,8-tetrahydro-1,8-naphthyridin-2-yl)nonanoic acid